benzyl 4-[[1-(1-tert-butoxycarbonylazetidine-3-carbonyl)-4-fluoro-4-piperidyl]methyl]piperazine-1-carboxylate C(C)(C)(C)OC(=O)N1CC(C1)C(=O)N1CCC(CC1)(F)CN1CCN(CC1)C(=O)OCC1=CC=CC=C1